BrCC=O 2-bromoethanone